1-[5-({7-Amino-5-methyl-[1,2,5]oxadiazolo[3,4-b]pyridin-6-yl}methyl)pyridin-2-yl]-1H-pyrazole-4-carbonitrile trifluoro-acetic acid salt FC(C(=O)O)(F)F.NC=1C=2C(N=C(C1CC=1C=CC(=NC1)N1N=CC(=C1)C#N)C)=NON2